normal octadecyl mercaptan C(CCCCCCCCCCCCCCCCC)S